BrC1=CC=C(C2=C1CC(O2)(C)C)NC(=O)NC2=CC(=C(C=C2)CN2CCN(CC2)C)C(F)(F)F 1-(4-bromo-2,2-dimethyl-2,3-dihydrobenzofuran-7-yl)-3-(4-((4-methylpiperazin-1-yl)methyl)-3-(trifluoromethyl)phenyl)urea